C(C)C=1C=CC=C2C=3C=CC=CC3P(OC12)=O 8-ethyl-9,10-dihydro-9-oxa-10-phosphaphenanthrene-10-oxide